1-Methyl-4-[4-(5-methyl-1,3-benzoxazol-2-yl)piperidin-1-yl]-2-oxo-7-(trifluoromethyl)-1,2-dihydroquinoline-3-carbonitrile CN1C(C(=C(C2=CC=C(C=C12)C(F)(F)F)N1CCC(CC1)C=1OC2=C(N1)C=C(C=C2)C)C#N)=O